(E)-ethyl 4-oxo-4-(quinolin-4-ylamino)but-2-enoate O=C(/C=C/C(=O)OCC)NC1=CC=NC2=CC=CC=C12